C(C1=CC=CC=C1)(C1=CC=CC=C1)N1[C@@H]2CN([C@H](C1)C2)CC=2C=C1C(N(C(C1=CC2)=O)C2C(NC(CC2)=O)=O)=O 5-(((1S,4S)-5-benzhydryl-2,5-diazabicyclo[2.2.1]heptan-2-yl)methyl)-2-(2,6-dioxopiperidin-3-yl)isoindoline-1,3-dione